O5-benzyl O1-ethyl (2R)-2-[6-(2,4-difluoroanilino)pyrazin-2-yl]-2-ethyl-pentanedioate FC1=C(NC2=CN=CC(=N2)[C@](C(=O)OCC)(CCC(=O)OCC2=CC=CC=C2)CC)C=CC(=C1)F